[2-(2,5-dimethoxy-4-nitrophenyl)ethyl][(4-fluorophenyl)methyl]amine COC1=C(C=C(C(=C1)[N+](=O)[O-])OC)CCNCC1=CC=C(C=C1)F